N-ethylcarbodiimide C(C)N=C=N